FC1=NC(=CC=C1N1CCN(CC1)CC=1C(=CC=2C3=C(C(NC2C1)=O)OC=C3)F)C(NC)=O 7-((4-(2-fluoro-6-(methylcarbamoyl)pyridin-3-yl)piperazin-1-yl)methyl)-8-fluorofuro[2,3-c]quinolin-4(5H)-one